2,6-dimethyl-4-m-nitrophenyl-1,4-dihydropyridine-3,5-dicarboxylic acid methyl ester chloroethyl ester ClCCOC(=O)C=1C(C(=C(NC1C)C)C(=O)OC)C1=CC(=CC=C1)[N+](=O)[O-]